N,N-dimethylanilinium tetraphenyl-borate C1(=CC=CC=C1)[B-](C1=CC=CC=C1)(C1=CC=CC=C1)C1=CC=CC=C1.C[NH+](C1=CC=CC=C1)C